(R)-3-benzylisoxazolidine C(C1=CC=CC=C1)[C@H]1NOCC1